3,4-dichloro-10-(1-tetrahydropyran-2-ylpyrazol-4-yl)-6,7,8,9-tetrahydropyrido[1,2-a]indol-7-ol ClC1=CC=C2C(=C3N(C2=C1Cl)CC(CC3)O)C=3C=NN(C3)C3OCCCC3